2-methoxy-2,6-dimethylheptane COC(C)(CCCC(C)C)C